1-(((2S,3R)-3-Ethyl-5-oxotetrahydro-furan-2-yl)methoxy)-8-methyl-8,9-dihydrofuro[2,3-h]isoquinoline-6-carboxamide C(C)[C@H]1[C@H](OC(C1)=O)COC1=NC=CC2=CC(=C3C(=C12)CC(O3)C)C(=O)N